NC1=C(C2=C(N=C(N=C2C=2C(=NN(C2)C)CN)C)N1C1=C(C(=CC=C1C)OC)C)C(=O)OC methyl 6-amino-4-(3-(aminomethyl)-1-methyl-1H-pyrazol-4-yl)-7-(3-methoxy-2,6-dimethylphenyl)-2-methyl-7H-pyrrolo[2,3-d]pyrimidine-5-carboxylate